C(C)(C)(C)NS(=O)(=O)C1=C(C=CC(=C1)NC(=O)N[C@@H](C)C1=NC=CC=C1)C1=CN=C(S1)C12CCC(CC1)(CC2)NC(OC(C)C)=O isopropyl (S)-(4-(5-(2-(N-(tert-butyl)sulfamoyl)-4-(3-(1-(pyridin-2-yl)ethyl)ureido)phenyl)thiazol-2-yl)bicyclo[2.2.2]octan-1-yl)carbamate